CN1N=CC2=CC3=C(C=C12)C(=CC=C3)CN(C(=O)C3CCCCC3)C=3C=C(C=NC3)/C=C/C(=O)OC methyl (E)-3-(5-(N-((1-methyl-1H-benzo[f]indazol-8-yl)methyl)cyclohexanecarboxamido)pyridin-3-yl)acrylate